[Si](C)(C)(C(C)(C)C)OCC=1C(=NN2C1N=CC1=C2CCC1C(=O)N)Cl ((tert-butyldimethylsilyloxy)methyl)-2-chloro-7,8-dihydro-6H-cyclopenta[e]pyrazolo[1,5-a]pyrimidine-6-carboxamide